amino-2-cyano-5-(1-isobutyrylpiperidin-4-yl)-[1,1'-biphenyl]-3-carboxylic acid methyl ester COC(=O)C=1C(=C(C=C(C1N)C1CCN(CC1)C(C(C)C)=O)C1=CC=CC=C1)C#N